C[C@H](CCCC(C)C)[C@H]1CC[C@H]2[C@@H]3CC[C@H]4C[C@H](CC[C@@]4([C@H]3CC[C@]12C)C)OCCNCCN N-{2-[(3S,5S,8R,9S,10S,13R,14S,17R)-17-((R)-1,5-dimethylhexyl)-10,13-dimethylhexadecahydro-cyclopenta[a]phenanthrene-3-yloxy]ethyl}-ethane-1,2-diamine